(S)-N-(4-(3-butyl-6-methoxy-3,4-dihydroisoquinolin-1-yl)phenyl)-2-methylisonicotinamide C(CCC)[C@@H]1N=C(C2=CC=C(C=C2C1)OC)C1=CC=C(C=C1)NC(C1=CC(=NC=C1)C)=O